1,1-bis(3-methyl-4-hydroxyphenyl)methane CC=1C=C(C=CC1O)CC1=CC(=C(C=C1)O)C